N1(CCCC1)C(C)=O 1-(pyrrolidin-1-yl)ethan-1-one